FS(C1=CC=C(C=C1)N[C@@H]1CC[C@H](CC1)S(=O)(=N)C1=CC=C(C=C1)C=1C=C2C(=CNC2=CC1)C#N)(F)(F)(F)F (-)-5-(4-{[trans-4-{[4-(pentafluoro-λ6-sulfanyl)phenyl]Amino}cyclohexyl]sulfonimidoyl}phenyl)-1H-indole-3-carbonitrile